OC[C@H](C1=CC=CC=C1)NC1=CC(=NC=C1C1=NC(=NO1)C1=CC=NC=C1)NC1=CC=C2C(=N1)C(NC2=O)C 2-((4-(((S)-2-hydroxy-1-phenylethyl)amino)-5-(3-(pyridin-4-yl)-1,2,4-oxadiazol-5-yl)pyridin-2-yl)amino)-7-methyl-6,7-dihydro-5H-pyrrolo[3,4-b]pyridin-5-one